OC=1C=CC=C2C=CNC12 7-Hydroxy-indol